(R*)-N5-((1R,5S,6r)-3-oxabicyclo[3.1.0]hexan-6-yl)-3-(hydroxymethyl)-N7-methyl-3-phenyl-2,3-dihydrobenzofuran-5,7-dicarboxamide [C@H]12COC[C@@H]2C1NC(=O)C=1C=C(C2=C([C@](CO2)(C2=CC=CC=C2)CO)C1)C(=O)NC |o1:14|